5-(2-ethoxy-3-pyridinyl)-3-methyl-1-[1-methylpropyl]-N-[(2-methyltetrazol-5-yl)methyl]pyrazolo[4,3-b]pyridin-7-amine C(C)OC1=NC=CC=C1C1=CC(=C2C(=N1)C(=NN2C(CC)C)C)NCC=2N=NN(N2)C